3-(4-cyanophenyl)-N-(4-methyl-3-(pyridin-4-yl)-1H-pyrazol-5-yl)propenamide C(#N)C1=CC=C(C=C1)C=CC(=O)NC1=C(C(=NN1)C1=CC=NC=C1)C